2-(3-(thieno[3,2-b]thiophen-2-yl)cyclopent-2-enyl)isoindoline-1,3-dione S1C2=C(C=C1C1=CC(CC1)N1C(C3=CC=CC=C3C1=O)=O)SC=C2